3,4-dihydrospiro[benzo[b][1,4]thiazine-2,1'-cyclopropane] C12(CC1)CNC1=C(S2)C=CC=C1